OCC=1C=C2C=CN(C2=CC1)C(=O)OC(C)(C)C tert-butyl 5-(hydroxymethyl)indole-1-carboxylate